N-([2,3'-bipyridin]-5-ylmethyl)-9-isopropyl-2-(6-methylpyridin-3-yl)-9H-purin-6-amine N1=C(C=CC(=C1)CNC1=C2N=CN(C2=NC(=N1)C=1C=NC(=CC1)C)C(C)C)C=1C=NC=CC1